N-(3-(benzyl-(methyl)amino)propyl)-9-chloro-5,6,7,8-tetrahydroacridine-2-carboxamide C(C1=CC=CC=C1)N(CCCNC(=O)C1=CC2=C(C=3CCCCC3N=C2C=C1)Cl)C